Ethyl 1-(1H-indole-2-carbonyl)piperidine-4-carboxylate N1C(=CC2=CC=CC=C12)C(=O)N1CCC(CC1)C(=O)OCC